BrC1C=C(C(=O)O)C=CN1OC 2-bromo-1-methoxyisonicotinic acid